ClC=1C=C(C=CC1Cl)NC(=O)[C@H]1[C@H]2[C@@H]3C[C@@H]3[C@@H]([C@@H]1C=1C=NC(=NC1)F)O2 (1S,2S,4R,5R,6R,7S)-N-(3,4-dichlorophenyl)-7-(2-fluoropyrimidin-5-yl)-8-oxatricyclo[3.2.1.02,4]octane-6-carboxamide